S1C2=C(C=C1CC1=NC=CC(=C1)N1N=CC=3C(NCCC31)=O)C=CC=C2 1-(2-(benzo[b]thiophen-2-ylmethyl)pyridin-4-yl)-1,5,6,7-tetrahydro-4H-pyrazolo[4,3-c]pyridin-4-one